C(C=C)(=O)N1C[C@H](C[C@@H]1COC([2H])([2H])[2H])N1N=C(C(=C1NC)C(=O)N)C#CC1=CC2=C(N(C=N2)CC)C=C1Cl 1-((3S,5R)-1-acryloyl-5-((methoxy-d3)methyl)pyrrolidin-3-yl)-3-((6-chloro-1-ethyl-1H-benzo[d]imidazol-5-yl)ethynyl)-5-(methylamino)-1H-pyrazole-4-carboxamide